Dichloroquinoline C1=CC=C2C(=C1)C=C(C(=N2)Cl)Cl